2-nitro-4-aminopyridine-carboxaldehyde [N+](=O)([O-])C1(NC=CC(=C1)N)C=O